(2S,4r)-1-[(2S)-2-(4-cyclopropyl-triazol-1-yl)-3,3-dimethyl-butyryl]-4-hydroxy-N-[2-[[2-(trifluoromethyl)benzoyl]amino]ethyl]pyrrolidine-2-carboxamide C1(CC1)C=1N=NN(C1)[C@H](C(=O)N1[C@@H](C[C@H](C1)O)C(=O)NCCNC(C1=C(C=CC=C1)C(F)(F)F)=O)C(C)(C)C